4-(6-fluoro-3-pyridinyl)-6-(2-hydroxyethoxy)pyrazolo[1,5-a]pyridine-3-carbonitrile FC1=CC=C(C=N1)C=1C=2N(C=C(C1)OCCO)N=CC2C#N